(1,2,3,4-tetramethyl-5-n-propylcyclopentadienyl)zirconium trichloride [Cl-].[Cl-].[Cl-].CC1(C(=C(C(=C1CCC)C)C)C)[Zr+3]